CN(CC(=O)NC)C 2-(dimethylamino)-N-methyl-acetamide